2-ethyl-9,10-bis(benzoyloxy)anthracene C(C)C1=CC2=C(C3=CC=CC=C3C(=C2C=C1)OC(C1=CC=CC=C1)=O)OC(C1=CC=CC=C1)=O